[Br-].FC1=CC=C(C[S+]2CCCC2)C=C1 1-(4-fluorobenzyl)tetrahydro-1H-thiophen-1-ium bromide